NC1(CCC1)C(=O)O 1-amino-cyclobutanecarboxylic acid